N-((1r,4r)-4-(1-hydroxycyclopropyl)cyclohexyl)-5-(1H-imidazol-1-yl)thieno[2,3-c]pyridine-7-carboxamide OC1(CC1)C1CCC(CC1)NC(=O)C=1N=C(C=C2C1SC=C2)N2C=NC=C2